pentyl-sulfonamide C(CCCC)S(=O)(=O)N